FC(CC=1C=C(C=CC1)C=1CCCC2=C(C1C1=CC=C(C=C1)CC1CN(C1)CCCF)C=CC=C2)F 8-(3-(2,2-Difluoroethyl)phenyl)-9-(4-((1-(3-fluoropropyl)azetidin-3-yl)methyl)phenyl)-6,7-dihydro-5H-benzo[7]annulen